4-((4-cyano-2,3,5,6-tetrafluorophenyl)sulfonamido)-N-(3-(1-methyl-6-(trifluoromethyl)-1H-benzo[d]imidazol-5-yl)phenyl)-3-(3-(methylamino)propoxy)benzamide hydrochloride salt Cl.C(#N)C1=C(C(=C(C(=C1F)F)S(=O)(=O)NC1=C(C=C(C(=O)NC2=CC(=CC=C2)C2=CC3=C(N(C=N3)C)C=C2C(F)(F)F)C=C1)OCCCNC)F)F